(1-(3-(3-Chloro-2-methoxypyridin-4-yl)-4-cyano-1H-pyrazolo[3,4-d]pyrimidin-6-yl)-4-(2-fluorophenyl)piperidin-4-yl)carbamic acid tert-butyl ester C(C)(C)(C)OC(NC1(CCN(CC1)C1=NC(=C2C(=N1)NN=C2C2=C(C(=NC=C2)OC)Cl)C#N)C2=C(C=CC=C2)F)=O